NC1=C2N=CN(C2=NC=N1)C[C@@H](C)OCP(OCCOCCCCCCCCCCCC#CC1CCCCC1)(O)=O 2-((13-cyclohexyltridec-12-yn-1-yl)oxy)ethyl hydrogen ((((R)-1-(6-amino-9H-purin-9-yl)propan-2-yl)oxy)methyl)phosphonate